C(C=C)(=O)OCCCCCCCCCCCC normal dodecyl acrylate